C(C)(=O)OCCCCCC\C=C\C=C/CC E,Z-7,9-Dodecadienyl acetate